1-methylthio-4-(phenylsulfinyl)benzene CSC1=CC=C(C=C1)S(=O)C1=CC=CC=C1